(2R)-4-cyclopropyl-2-isopropyl-N-(4-phenylbutyl)piperazine-1-carboxamide C1(CC1)N1C[C@H](N(CC1)C(=O)NCCCCC1=CC=CC=C1)C(C)C